3-(2-(((9Z,12Z)-octadeca-9,12-dienoyl)oxy)-2,2-diphenylacetoxy)spiro[bicyclo[3.2.1]octane-8,1'-pyrrolidin]-8-ium chloride [Cl-].C(CCCCCCC\C=C/C\C=C/CCCCC)(=O)OC(C(=O)OC1CC2CCC(C1)[N+]21CCCC1)(C1=CC=CC=C1)C1=CC=CC=C1